FC1=CC(=C2C=CN(C2=C1)S(=O)(=O)C1=CC=C(C)C=C1)CC#N 2-(6-fluoro-1-tosyl-1H-indol-4-yl)acetonitrile